2-(furan-2-yl)acetic acid O1C(=CC=C1)CC(=O)O